C(C)C1=C(NC2=CC=C(C=C12)C1CCNCC1)C=1C=NC=2N(C1)N=CN2 6-(3-ethyl-5-(piperidin-4-yl)-1H-indol-2-yl)-[1,2,4]triazolo[1,5-a]pyrimidine